F[C@H]1[C@H](C1)NC1=NC=CC(=C1)CN1C(N(C(C1(C)C)=O)C1=CC=C(C=C1)S(=O)(=O)C(F)(F)F)=O 1-((2-(((1S,2R)-2-fluorocyclopropyl)amino)pyridin-4-yl)methyl)-5,5-dimethyl-3-(4-((trifluoromethyl)sulfonyl)phenyl)imidazolidine-2,4-dione